N-(3-chloro-2-methylphenyl)-2-ethoxy-6-({[2-(trifluoromethyl)phenyl]carbonyl}amino)-1H-benzimidazole-4-carboxamide ClC=1C(=C(C=CC1)NC(=O)C1=CC(=CC=2NC(=NC21)OCC)NC(=O)C2=C(C=CC=C2)C(F)(F)F)C